C1(CCC1)OC1=CC=C(C=C1)C(O)(C=1C=NC=C(C1)N1CCCC1)C1(CN(C1)C)C (4-cyclobutoxy-phenyl)-(1,3-dimethyl-azetidin-3-yl)-(5-pyrrolidin-1-yl-pyridin-3-yl)-methanol